C(C)C12CC3(CC(CC(C1)C3)(C2)C(=O)O)C(=O)O 5-ethyl-adamantane-1,3-dicarboxylic acid